C(C1=CC=CC=C1)N1CCC(CC1)CCNC(=O)C1(CCN(CC1)C1=CC(=C(C=C1)F)C#N)O N-[2-(1-benzylpiperidin-4-yl)ethyl]-1-(3-cyano-4-fluorophenyl)-4-hydroxypiperidine-4-carboxamide